ClC1=C(C(=CC(=C1)C)C)N1CCCN(S1(=O)=O)CC(=O)NC1C2CC3(CC(CC1C3)C2)C(=O)N 4-(2-(6-(2-chloro-4,6-dimethylphenyl)-1,1-dioxido-1,2,6-thiadiazinan-2-yl)acetamido)adamantan-1-carboxamide